trans-4-(((trans-4-(3-Cyano-4-methoxyphenyl)cyclohexyl)methyl)(4-(1-isopropyl-1H-pyrazol-4-yl)pyridin-2-yl)carbamoyl)cyclohexyl methylcarbamate CNC(O[C@@H]1CC[C@H](CC1)C(N(C1=NC=CC(=C1)C=1C=NN(C1)C(C)C)C[C@@H]1CC[C@H](CC1)C1=CC(=C(C=C1)OC)C#N)=O)=O